5-(3-(2,5-difluorophenyl)morpholinyl)-N-(4-(4-(2-hydroxyacetyl)piperazin-1-yl)phenyl)pyrazolo[1,5-a]pyrimidine-3-Carboxamide FC1=C(C=C(C=C1)F)C1N(CCOC1)C1=NC=2N(C=C1)N=CC2C(=O)NC2=CC=C(C=C2)N2CCN(CC2)C(CO)=O